C(CCC=CCC)[Si](OCC)(OCC)C 4-heptenylmethyldiethoxysilane